(2-decyltetradecyl) ether C(CCCCCCCCC)C(COCC(CCCCCCCCCCCC)CCCCCCCCCC)CCCCCCCCCCCC